FC(C(=O)O)(F)F.FC1=C(C=CC(=C1)F)S(=O)(=O)NC=1C(=NC=C(C1)C1=CC=C2C(=CN=C(C2=C1)N1CCNCC1)F)OC 2,4-Difluoro-N-(5-(4-fluoro-1-(piperazin-1-yl)isoquinolin-7-yl)-2-methoxypyridin-3-yl)benzenesulfonamide trifluoroacetate